ClC=1C=C(C=CC1F)C1=NC2=CC(=C(C=C2C(=N1)N)OC(C=CC1=CC=CC=C1)=O)OC (3-chloro-4-fluorophenyl)-7-methoxy-6-(cinnamoyloxy)quinazolin-4-amine